(S)-N-{(S)-1-[2-(Benzo[d]isoxazol-3-yl)phenyl]-2-[6-bromo-5-fluoro-4-(trimethylsilyl)pyridine-2-yl]ethyl}-2-methylpropane-2-sulfinamide O1N=C(C2=C1C=CC=C2)C2=C(C=CC=C2)[C@H](CC2=NC(=C(C(=C2)[Si](C)(C)C)F)Br)N[S@@](=O)C(C)(C)C